C(S(=O)(=O)[O-])S(=O)(=O)[O-].[Li+].[Li+] lithium methanedisulfonate